methyl 2-((t-butoxycarbonyl) amino)-3-iodopropionate C(C)(C)(C)OC(=O)NC(C(=O)OC)CI